BrC=1C=C2CN[C@@H](C2=CC1)C(=O)O (S)-5-bromoisoindoline-1-carboxylic acid